(2,3,4,5,6-pentafluorophenyl) 3-[2-[2-[2-[2-[[(2S)-6-(5-azidopentanoylamino)-2-[4-(5-azidopentanoylamino)butanoylamino]hexanoyl]amino]ethoxy]ethoxy]ethoxy]ethoxy]propanoate N(=[N+]=[N-])CCCCC(=O)NCCCC[C@@H](C(=O)NCCOCCOCCOCCOCCC(=O)OC1=C(C(=C(C(=C1F)F)F)F)F)NC(CCCNC(CCCCN=[N+]=[N-])=O)=O